C[C@H](C(=O)OCC1=CC=CC=C1)CO benzyl (S)-2-methyl-3-hydroxypropionate